C1(=CC=C(C=C1)S(=O)(=O)OC1=CC=C(C=C1)NC(=O)NC1=CC=C(C=C1)OS(=O)(=O)C1=CC=C(C=C1)CC)C N-[4-(p-tolylsulfonyloxy)phenyl]-N'-[4-(p-ethylphenylsulfonyloxy)phenyl]urea